C(CCCCCCCCCCCCCCCC)(=O)N heptadecanoamide